(3S)-3-(4-cyanophenyl)-5-hydroxy-1,2-oxazolidine-2-carboxylic acid tert-butyl ester C(C)(C)(C)OC(=O)N1OC(C[C@H]1C1=CC=C(C=C1)C#N)O